C(C=O)=NNC(=O)N glyoxal semicarbazone